C(C)N(CC)C[C@@H]1C([C@]2([C@](C3=C(C=NC=C3OC)O2)([C@@H]1O)O)C1=CC=C(C#N)C=C1)C1=CC=CC=C1 4-((4bS,5R,6S,7aR)-6-((diethylamino)methyl)-4b,5-dihydroxy-4-methoxy-7-phenyl-4b,5,6,7-tetrahydro-7aH-cyclopenta[4,5]furo[2,3-c]pyridin-7a-yl)benzonitrile